2-amino-9-((2R,3S,4R,5R)-5-ethyl-3-fluoro-4-hydroxy-5-(hydroxymethyl)tetrahydrofuran-2-yl)-1,9-dihydro-6H-purin-6-one NC=1NC(C=2N=CN(C2N1)[C@@H]1O[C@@]([C@H]([C@@H]1F)O)(CO)CC)=O